(1-(3-(2-methoxyethyl)-7-morpholino-3H-imidazo[4,5-b]pyridin-5-yl)-3-(m-tolyl)-1H-pyrazol-5-yl)methanol COCCN1C=NC=2C1=NC(=CC2N2CCOCC2)N2N=C(C=C2CO)C=2C=C(C=CC2)C